NC1=C(C(=O)N)C=C(C(=C1F)C1=CC(=CC2=CC=CC=C12)OC)Cl 2-amino-5-chloro-3-fluoro-4-(3-methoxynaphthalen-1-yl)benzamide